tert-Butyl 4-{[(1-chloroethoxy)carbonyl]oxy}piperidine-1-carboxylate ClC(C)OC(=O)OC1CCN(CC1)C(=O)OC(C)(C)C